ClC1=NC=C(C=N1)C1CC(CO1)N(C(O)=O)C(C)C.ClC=1C=C(C=C(C1)OC)N1N=CC(=C1)C(C(=O)NC1=NNC(=C1)C1CC1)C 2-(1-(3-chloro-5-methoxyphenyl)-1H-pyrazol-4-yl)-N-(5-cyclopropyl-1H-pyrazol-3-yl)propanamide 5-(2-chloropyrimidin-5-yl)oxolan-3-yl-N-isopropylcarbamate